C(C)C(C(OC=1C=CC=C2C=CC(=NC12)N)C)CC 8-(2-Ethyl-1-methyl-butoxy)-quinolin-2-ylamine